(S)-1-(2-((2-chloro-4-fluoro-phenyl)amino)-5-methylpyrimidin-4-yl)-N-(1-(3-chloro-phenyl)-2-hydroxy-ethyl)-1H-pyrazole-4-carboxamide ClC1=C(C=CC(=C1)F)NC1=NC=C(C(=N1)N1N=CC(=C1)C(=O)N[C@H](CO)C1=CC(=CC=C1)Cl)C